1-(4-methylbenzenesulfonyl)-3-(8-(3-(4-(propan-2-yl)-4H-1,2,4-triazol-3-yl)propyl)-8-azabicyclo[3.2.1]octan-6-yl)-1H-indole CC1=CC=C(C=C1)S(=O)(=O)N1C=C(C2=CC=CC=C12)C1C2CCCC(C1)N2CCCC2=NN=CN2C(C)C